2-((4-((S or R)-2-(4-chloro-2-fluorophenyl)-2-methylbenzo[d][1,3]dioxolan-4-yl)piperidin-1-yl)methyl)-1-((S)-oxetan-2-ylmethyl)-1H-thieno[2,3-d]imidazole-5-carboxylic acid ClC1=CC(=C(C=C1)[C@@]1(OC2=C(O1)C=CC=C2C2CCN(CC2)CC=2N(C1=C(N2)SC(=C1)C(=O)O)C[C@H]1OCC1)C)F |o1:7|